3-(5-(2-((5-chloro-4-((2-oxoindolin-5-yl)amino)pyrimidin-2-yl)amino)ethyl)-1-oxoisoindolin-2-yl)piperidine-2,6-dione ClC=1C(=NC(=NC1)NCCC=1C=C2CN(C(C2=CC1)=O)C1C(NC(CC1)=O)=O)NC=1C=C2CC(NC2=CC1)=O